tert-Butyl 3-(4-fluorobenzyl)piperidine-1-carboxylate FC1=CC=C(CC2CN(CCC2)C(=O)OC(C)(C)C)C=C1